COC1=CC=C(C=C1)N(C1=CC=C(C=C1)C1=CC(=CC(=C1)C1=CC=C(C=C1)N(C1=CC=C(C=C1)OC)C1=CC=C(C=C1)OC)C1=CC=C(C=C1)N(C1=CC=C(C=C1)OC)C1=CC=C(C=C1)OC)C1=CC=C(C=C1)OC 1,3,5-tris[4-[bis(4-methoxyphenyl)amino]phenyl]benzene